Thien-2-yl-triphenylsilane S1C(=CC=C1)[Si](C1=CC=CC=C1)(C1=CC=CC=C1)C1=CC=CC=C1